[I-].[I-].[PH4+].C1(CC1)N[C@H]1CN(CC1)C=1N=CC(=NC1)C(=O)NC=1C=C(C=2N(C1)C=C(N2)C)F.[PH4+] (R)-5-(3-(cyclopropylamino)pyrrolidin-1-yl)-N-(8-fluoro-2-methylimidazo[1,2-a]pyridin-6-yl)pyrazine-2-carboxamide phosphonium diiodide